C1(CC1)CCC=1C(=C2C=CNC2=C(C1)C)CN1[C@@H](CC2(CCCO2)CC1)C1=CC=C(C(=O)O)C=C1 4-((7S)-8-((5-(cyclopropylethyl)-7-methyl-1H-indol-4-yl)methyl)-1-oxa-8-azaspiro[4.5]decan-7-yl)benzoic acid